ClC=1C=C(C(=NC1)OC1=CC=C(C#N)C=C1)F 4-((5-Chloro-3-fluoropyridin-2-yl)oxy)benzonitrile